4-Bromo-6-iodobenzo[cd]indol-2(1H)-one BrC=1C=C2C3=C(C(NC3=CC=C2I)=O)C1